methyl 5-fluoro-6-styrylpicolinate FC=1C=CC(=NC1C=CC1=CC=CC=C1)C(=O)OC